diethyl-((5-methylpiperidin-3-yl)imino)-lambda6-Sulfanone C(C)S(=O)(=NC1CNCC(C1)C)CC